2,5-dimethylhexanediol CC(C)(CCC(C)(C)O)O